C(C)(=O)CCC1=NC(=CC(=C1)C(=O)OC)C(C)=O methyl 2,6-diacetylethylpyridine-4-carboxylate